tert-butyl 6-[(1R)-1-(tert-butoxycarbonylamino)ethyl]pyrrolo[2,3-b]pyridine-1-carboxylate C(C)(C)(C)OC(=O)N[C@H](C)C1=CC=C2C(=N1)N(C=C2)C(=O)OC(C)(C)C